[Na].N#CN cyanamide compound with sodium